CC=1C=C(C=C(C1OC=1C=C2CCNC(C2=CC1)=O)C)N1C(=NOC1=O)C(=O)N (3,5-dimethyl-4-((1-oxo-1,2,3,4-tetrahydroisoquinolin-6-yl)oxy)phenyl)-5-oxo-4,5-dihydro-1,2,4-oxadiazole-3-carboxamide